aspartic acid Amide N[C@@H](CC(=O)O)C(=O)N